3-(1-oxo-5-(((1R,2R)-2-(3-(tetrahydro-2H-pyran-4-yl)azetidin-1-yl)cyclohexyl)oxy)isoindolin-2-yl)piperidine-2,6-dione O=C1N(CC2=CC(=CC=C12)O[C@H]1[C@@H](CCCC1)N1CC(C1)C1CCOCC1)C1C(NC(CC1)=O)=O